3-(4-(((1r,4r)-4-(oxetan-3-ylamino)cyclohexyl)(4,4,4-trifluorobutyl)amino)-1-oxoisoindolin-2-yl)piperidine-2,6-dione O1CC(C1)NC1CCC(CC1)N(C1=C2CN(C(C2=CC=C1)=O)C1C(NC(CC1)=O)=O)CCCC(F)(F)F